FC=1C=C2C(=CNC(C2=CC1F)=O)C(C)NC(N)=O 3-(1-(6,7-difluoro-1-oxo-1,2-dihydroisoquinolin-4-yl)ethyl)urea